9H-purine-9-carboxylate N1=CN=C2N(C=NC2=C1)C(=O)[O-]